C(C)(C)(C)OC(=O)N1CCN(CC1)CC(F)(F)F 4-(2,2,2-trifluoroethyl)piperazine-1-carboxylic acid tert-butyl ester